C(C)(C)(C)C1=CC=C(C=C1)NC1=NN2C(N(CCC2)C2=CC(=C(C(=C2)OC)OC)OC)=N1 N-(4-(tert-butyl)phenyl)-4-(3,4,5-trimethoxyphenyl)-4,5,6,7-tetrahydro-[1,2,4]triazolo[1,5-a]pyrimidin-2-amine